COC(=O)C1CCC(CC1)C(O)C1=CC(=NC(=C1)Cl)Cl.N1=C(N=CC=C1)NNC(C1=C(C=CC=C1)C(F)(F)F)=O N'-(pyrimidin-2-yl)-2-(trifluoromethyl)benzoyl-hydrazine Methyl-4-[(2,6-dichloro-4-pyridyl)-hydroxy-methyl]cyclohexanecarboxylate